CC1=C(C=NC=2OCCN(C21)C(=O)OC(C)(C)C)N2CC=1N=C(N=CC1CC2)NC2=CC=C(C=C2)CN2C(OCC2)=O tert-butyl 8-methyl-7-[2-({4-[(2-oxo-1,3-oxazolidin-3-yl)methyl]phenyl}amino)-5H,6H,7H,8H-pyrido[3,4-d]pyrimidin-7-yl]-1H,2H,3H-pyrido[2,3-b][1,4]oxazine-1-carboxylate